CN(S(=O)(=O)NC1=C(C=C(C=N1)[C@@H](CCN1CCC(CC1)O)NC(OC(C)(C)C)=O)F)C tert-butyl (R)-(1-(6-((N,N-dimethylsulfamoyl)amino)-5-fluoropyridin-3-yl)-3-(4-hydroxypiperidin-1-yl)propyl)carbamate